(1-methyl-2-(4-(methylsulfonyl)phenyl)-1H-imidazo[4,5-b]pyridin-6-yl)-3,6-dihydropyridine-1(2H)-carboxylic acid tert-butyl ester C(C)(C)(C)OC(=O)N1C(CC=CC1)C=1C=C2C(=NC1)N=C(N2C)C2=CC=C(C=C2)S(=O)(=O)C